CN1N=NC(=C1NC(O[C@H](C)C=1C(=NC=C(C1)F)F)=O)C1=NC=C(C=C1)NC(=O)[C@H]1[C@@H](C1)C |&1:30| (R)-1-(2,5-difluoropyridin-3-yl)ethyl (1-methyl-4-(5-((1R,2RS)-2-methylcyclopropane-1-carboxamido) pyridin-2-yl)-1H-1,2,3-triazol-5-yl)carbamate